C1=C(C=CC=2CCCCC12)N 5,6,7,8-tetrahydro-naphthalen-2-amine